2-({[(3-nitrophenyl)methyl]amino}methyl)-5-(pyrimidin-2-yloxy)phenol [N+](=O)([O-])C=1C=C(C=CC1)CNCC1=C(C=C(C=C1)OC1=NC=CC=N1)O